methyl 6-(4-((5-cyclopropyl-3-(2,6-dichlorophenyl)isoxazol-4-yl)methoxy)bicyclo[2.2.2]octan-1-yl)-1-methyl-1H-pyrrolo[2,3-b]pyridine-3-carboxylate C1(CC1)C1=C(C(=NO1)C1=C(C=CC=C1Cl)Cl)COC12CCC(CC1)(CC2)C2=CC=C1C(=N2)N(C=C1C(=O)OC)C